7-(4-chlorobenzyl)-8-(2-chlorophenoxy)-1-(3-hydroxypropyl)-3-methyl-1H-purine-2,6(3H,7H)-dione ClC1=CC=C(CN2C(=NC=3N(C(N(C(C23)=O)CCCO)=O)C)OC2=C(C=CC=C2)Cl)C=C1